CCCCC[C@@H](/C=C/[C@H]1[C@@H](C[C@@H]([C@@H]1C/C=C\\CCCC(=O)NCCO)O)O)O The molecule is an N-acylethanolamine compound formed by a condensation of prostaglandin F2alpha and ethanolamine. It is a N-acylethanolamine and a prostaglandins Falpha. It derives from a prostaglandin F2alpha.